OCC(N)(CO)CO tri-(hydroxymethyl)methylamine